2-[[1-(isoquinolin-1-carbonyl)piperidin-4-yl]methyl]-6-pyrazol-1-yl-pyridazin-3-one 2-Fluoroethyl-(5-(5,8-difluoro-4-oxo-3,4-dihydrophthalazin-1-yl)-1H-benzimidazol-2-yl)carbamate FCCN(C(O)=O)C1=NC2=C(N1)C=CC(=C2)C2=NNC(C1=C(C=CC(=C21)F)F)=O.C2(=NC=CC1=CC=CC=C21)C(=O)N2CCC(CC2)CN2N=C(C=CC2=O)N2N=CC=C2